CCCCCCC(=O)SCCNC(=O)CCNC(=O)[C@@H](C(C)(C)COP(=O)([O-])OP(=O)([O-])OC[C@@H]1[C@H]([C@H]([C@@H](O1)N2C=NC3=C(N=CN=C32)N)O)OP(=O)([O-])[O-])O The molecule is a saturated acyl-CoA(4-) arising from deprotonation of the phosphate and diphosphate functions of heptanoyl-CoA; major species at pH 7.3. It is a saturated fatty acyl-CoA(4-) and a medium-chain fatty acyl-CoA(4-). It is a conjugate base of a heptanoyl-CoA.